C1(CC1)S(=O)(=O)C1=CC(=NC=C1)[C@H](NC(=O)C=1SC(=CN1)C1=NC(=CN=C1)OCC)[C@H]1COCC1 N-((R)-(4-(cyclopropanesulfonyl)pyridin-2-yl)((S)-tetrahydrofuran-3-yl)methyl)-5-(6-ethoxypyrazin-2-yl)thiazol-2-carboxamide